3-[2-chloro-4-fluoro-5-(2-fluoro-3-pyridinyl)phenyl]-5-methyl-4H-isoxazole-5-carboxylic acid ethyl ester C(C)OC(=O)C1(CC(=NO1)C1=C(C=C(C(=C1)C=1C(=NC=CC1)F)F)Cl)C